BrC=1C(=NC(=NC1)NC=1C(=NN(C1)[C@H]1CN(CC1)C)C)NCCCN1C(COCCC1)=O (R)-4-(3-((5-bromo-2-((3-methyl-1-(1-methylpyrrolidin-3-yl)-1H-pyrazol-4-yl)amino)pyrimidin-4-yl)amino)propyl)-1,4-oxazepan-3-one